6-(4-(1-methylpiperidin-4-yl)phenyl)-2,3-dihydro-4H-benzo[e][1,3]oxazin-4-one CN1CCC(CC1)C1=CC=C(C=C1)C=1C=CC2=C(C(NCO2)=O)C1